ClC1=CC=CC(=N1)C(CNC(=O)C=1N=NN(N1)C1=C(C=C(C=C1)F)F)(C)C=1C=NN(C1)C N-[2-(6-chloro-2-pyridinyl)-2-(1-methylpyrazol-4-yl)propyl]-2-(2,4-difluorophenyl)tetrazole-5-carboxamide